1,3,6-heptatriene C=CC=CCC=C